C(C)(C)(C)OC(=O)N1CC(C1)NCC(=O)OC1C(CCC(C1)C)C(C)C 3-((2-((2-isopropyl-5-methylcyclohexyl)oxy)-2-oxoethyl)amino)azetidine-1-carboxylic acid tert-butyl ester